(2R,3R,4S,5S)-2-(4-Amino-2-methyl-7H-pyrrolo[2,3-d]pyrimidin-7-yl)-5-((((3-methyl-5-phenylisoxazol-4-yl)methyl)thio)methyl)tetrahydrofuran-3,4-diol NC=1C2=C(N=C(N1)C)N(C=C2)[C@@H]2O[C@@H]([C@H]([C@H]2O)O)CSCC=2C(=NOC2C2=CC=CC=C2)C